isopropyl (R)-2-amino-2-(4-(5-bromo-2-cyclopropyl-2H-1,2,3-triazol-4-yl)phenyl)-4,4-dimethylpentanoate N[C@](C(=O)OC(C)C)(CC(C)(C)C)C1=CC=C(C=C1)C1=NN(N=C1Br)C1CC1